(3S,4R)-1-tert-butoxycarbonyl-4-(5-chloro-2-pyridyl)piperidine-3-carboxylic acid C(C)(C)(C)OC(=O)N1C[C@H]([C@@H](CC1)C1=NC=C(C=C1)Cl)C(=O)O